2-(((3-chloropropyl)amino)methylene)-5-phenylcyclohexane-1,3-dione ClCCCNC=C1C(CC(CC1=O)C1=CC=CC=C1)=O